C(C1=CC=CC=C1)SC1=NC=C(C=C1)OCC 2-(Benzylthio)-5-ethoxypyridine